(2-chloro-5-fluorophenyl)-2-(4-methoxybenzyl)-2H-indazol-4-amine ClC1=C(C=C(C=C1)F)C=1N(N=C2C=CC=C(C12)N)CC1=CC=C(C=C1)OC